C(#N)C(C)(C)C=1C=C(C=C(C1)OC1=CC=NC=C1)NC(C1=C(C=C(C=C1)C)F)=O N-(3-(2-cyanoprop-2-yl)-5-(pyridin-4-yloxy)phenyl)-2-fluoro-4-methylbenzamide